(S)-2-((2-((S)-4-(difluoromethyl)-2-carbonyl-oxazolidin-3-yl)-5,6-dihydrobenzo[f]imidazo[1,2-d][1,4]oxazepin-9-yl)amino)-2-(oxetan-3-yl)acetamide FC([C@H]1N(C(OC1)=C=O)C=1N=C2N(CCOC3=C2C=CC(=C3)N[C@H](C(=O)N)C3COC3)C1)F